N(C(=O)C)C=1N=C2N(N=C(C=C2)C=2C=C(C(=NC2)C)C(=O)N[C@H](C)C2=C(C=CC(=C2)OC(F)(F)F)F)C1 5-{2-Acetaminoimidazo[1,2-b]pyridazin-6-yl}-N-[(1R)-1-[2-fluoro-5-(trifluoromethoxy)phenyl]ethyl]-2-methylpyridine-3-carboxamide